(R)-1-(8,9-difluoro-5-(2-hydroxyethyl)-6-oxo-1,4,5,6-tetrahydro-2H-pyrano[3,4-c]isoquinolin-1-yl)-3-(3-(difluoromethyl)-4-fluorophenyl)-1-methylurea FC=1C(=CC=2C3=C(N(C(C2C1)=O)CCO)COC[C@@H]3N(C(=O)NC3=CC(=C(C=C3)F)C(F)F)C)F